2-(1,1-Difluoroethyl)-5-(trifluoromethyl)imidazo[4,5-b]pyridin FC(C)(F)C=1NC=2C(=NC(=CC2)C(F)(F)F)N1